FC1(CC1)C(=O)N 1-fluorocyclopropane-1-Formamide